BrC=1C=C2C(=NC1)NC([C@]21CC2=C(C=NC(=C2)C(=O)OC(C)C)C1)=O isopropyl (S)-5'-bromo-2'-oxo-1',2',5,7-tetrahydrospiro[cyclopenta[c]pyridine-6,3'-pyrrolo[2,3-b]pyridine]-3-carboxylate